piperidine-1-carbonylpyridin-4-ylbenzo[d]oxazol-5-ylcyclopropane-1-carboxamide N1(CCCCC1)C(=O)C1(C(C1)(C(=O)N)C=1C=CC2=C(N=CO2)C1)C1=CC=NC=C1